FC=1C=C(C=CC1CN1C(=NC=C1)C)C1=NOC(=N1)C(F)(F)F 3-[3-fluoro-4-[(2-methylimidazol-1-yl)methyl]phenyl]-5-(trifluoromethyl)-1,2,4-oxadiazole